C(#N)/C(/C(=O)N[C@H](C)C1=CC(=C(C=C1)OC)OC)=C\C1=CNC2=NC=C(C=C21)C2=C(C=C(C=C2)N2CCN(CC2)C)OC (R,E)-2-cyano-N-(1-(3,4-dimethoxyphenyl)ethyl)-3-(5-(2-methoxy-4-(4-methylpiperazin-1-yl)phenyl)-1H-pyrrolo[2,3-b]pyridin-3-yl)acrylamide